5,6-dihydro-2H-pyran-3-carbaldehyde O1CC(=CCC1)C=O